N1(CCCC1)CC=1C=C(C=O)C=CC1 3-(pyrrolidin-1-ylmethyl)benzaldehyde